C1OCC12CC(C2)C(CC#N)=O 3-{2-oxaspiro[3.3]heptan-6-yl}-3-oxopropanenitrile